ClC1=CC=C(C(=N1)C(=O)O)N[C@H](C)C1=C2N=C(C(=NC2=CC(=C1)C)C#N)N1CCN(CC1)C=1C(=NN(C1)C)C#N (R)-6-chloro-3-((1-(2-cyano-3-(4-(3-cyano-1-methyl-1H-pyrazol-4-yl)piperazin-1-yl)-7-methylquinoxalin-5-yl)ethyl)amino)picolinic acid